2,3-dichloropyrido[3,4-b]pyrazine ClC=1N=C2C(=NC1Cl)C=NC=C2